CN1SC=CC1=O methylisothiazol-3(2H)-one